6-(3-(((1R,2R,3S,5S)-2-fluoro-8-azabicyclo[3.2.1]octan-3-yl)oxy)-1,2,4-triazin-6-yl)isoquinolin-7-ol F[C@@H]1[C@H]2CC[C@@H](C[C@@H]1OC=1N=NC(=CN1)C=1C=C3C=CN=CC3=CC1O)N2